BrC1=CC(=NC=C1)CC(=O)OCCCC butyl 2-(4-bromopyridin-2-yl)acetate